androstan-3α-ol C[C@@]12CCC[C@H]1[C@@H]1CCC3C[C@@H](CC[C@]3(C)[C@H]1CC2)O